C12(CC3CC(CC(C1)C3)C2)CN2N=CC=C2 1-(1-adamantylmethyl)pyrazole